S1C=NC2=C1C=CC(=C2)OC2=C(C=C(C=C2)NC=2C1=C(N=CN2)C=CC(=N1)Cl)C N-(4-(benzo[d]thiazol-5-yloxy)-3-methylphenyl)-6-chloropyrido[3,2-d]pyrimidin-4-amine